L-prolinamide hydrochloride Cl.N1[C@@H](CCC1)C(=O)N